C(C=C)(=O)N1CCC(CC1)C N-Acryloyl-4-methylpiperidine